BrC1=CN=C(C(=N1)NC(C)C=1C=C2C=C(C=NC2=CC1)C=1C=NN(C1)C)N 6-bromo-N2-(1-(3-(1-methyl-1H-pyrazol-4-yl)quinolin-6-yl)ethyl)pyrazine-2,3-diamine